tert-butyl (3-(3-(5-((3-(2,5-bis(difluoromethoxy)phenyl)-4-(pyrazolo[1,5-a]pyrimidine-3-carboxamido)-1H-pyrazol-1-yl)methyl)-2H-tetrazol-2-yl)azetidin-1-yl)propyl)carbamate FC(OC1=C(C=C(C=C1)OC(F)F)C1=NN(C=C1NC(=O)C=1C=NN2C1N=CC=C2)CC=2N=NN(N2)C2CN(C2)CCCNC(OC(C)(C)C)=O)F